zinc pyridinethione Methyl-8-(2-chloro-4-fluorophenyl)-9-(4-((1-(3-fluoropropyl)azetidin-3-ylidene)methyl)phenyl)-6,7-dihydro-5H-benzo[7]annulene-3-carboxylate COC(=O)C1=CC2=C(C(=C(CCC2)C2=C(C=C(C=C2)F)Cl)C2=CC=C(C=C2)C=C2CN(C2)CCCF)C=C1.N1C(C=CC=C1)=S.[Zn]